[4-Fluoro-3-(7-morpholin-4-yl-quinazolin-4-yl)-phenyl]thieno[2,3-d]-pyridazin-7-yl-methanol FC1=C(C=C(C=C1)C(O)C=1N=NC=C2C1SC=C2)C2=NC=NC1=CC(=CC=C21)N2CCOCC2